O1C(C1)COCC1(COC1)COCC1OC1 3,3-bis[(2-oxiranylmethoxy)methyl]oxetane